methoxybutyl acetate C(C)(=O)OCCCCOC